C1(CC1)C=1C=C(C(=C(C1)O)C=1C=2N(C(=NN1)N[C@H]1COCCC1)C=CC2)F 5-cyclopropyl-3-fluoro-2-(4-{[(3R)-oxacyclohex-3-yl]amino}pyrrolo[1,2-d][1,2,4]triazin-1-yl)phenol